FC1=C2C(=NN(C2=CC=C1)CC1=NOC(=N1)C1(CCC1)C(F)(F)F)C1CN(C1)C(=O)OC(C)(C)C tert-Butyl 3-[4-fluoro-1-({5-[1-(trifluoromethyl)cyclobutyl]-1,2,4-oxadiazol-3-yl}methyl)-1H-indazol-3-yl]azetidine-1-carboxylate